2-(p-dimethylaminostyryl)benzimidazole CN(C1=CC=C(C=CC=2NC3=C(N2)C=CC=C3)C=C1)C